tert-butyl (2S,4R)-4-hydroxy-2-[[(1S)-1-[4-(2-methylpyrazol-3-yl)phenyl]ethyl]carbamoyl]pyrrolidine-1-carboxylate O[C@@H]1C[C@H](N(C1)C(=O)OC(C)(C)C)C(N[C@@H](C)C1=CC=C(C=C1)C=1N(N=CC1)C)=O